1-(3-(Dimethylamino)propyl) 4-(5-((2-hexyldecanoyl)oxy)pentyl) (2S)-2-((7-((2-hexyldecanoyl)oxy)heptanoyl)oxy)succinate C(CCCCC)C(C(=O)OCCCCCCC(=O)O[C@H](C(=O)OCCCN(C)C)CC(=O)OCCCCCOC(C(CCCCCCCC)CCCCCC)=O)CCCCCCCC